((3-(5,8-dioxo-2-azaspiro[3.4]oct-2-yl)thiophen-2-yl)methyl)-2-(9-(pyridin-2-yl)-6-oxaspiro[4.5]decan-9-yl)ethanamine O=C1C2(CN(C2)C2=C(SC=C2)CC(CC2(CCOC3(CCCC3)C2)C2=NC=CC=C2)N)C(CC1)=O